C(#N)C(CC1(N(CCCC1)CCC)N1C=NC(=C1C(=O)N)C1=CC=C(C=C1)C(NC1=NC=CC=C1)=O)CC1CC1 1-(2-cyano-3-cyclopropylpropylpropylpiperidin-2-yl)-4-(4-(pyridin-2-ylcarbamoyl)phenyl)-1H-imidazole-5-carboxamide